CC=1N=C(C2=C(N1)OC=C2C(=O)N2CCN(CCC2)C2=CC=CC=C2)NC2(CC2)C methyl-N-(1-methylcyclopropyl)-5-(4-phenyl-1,4-diazacycloheptane-1-carbonyl)furo[2,3-d]pyrimidin-4-amine